2-((2,4-dichlorophenyl)sulfonamido)benzoic Acid ClC1=C(C=CC(=C1)Cl)S(=O)(=O)NC1=C(C(=O)O)C=CC=C1